ClC=1C(=CC(=C(C1)N1C(C=CC2=CC(=CC=C12)S(=O)(=O)NC1=NOC=C1)=O)OC)[C@@H]1C[C@@H](C1)C(F)(F)F cis-(P)-1-(5-chloro-2-methoxy-4-((1S,3S)-3-(trifluoromethyl)cyclobutyl)phenyl)-N-(isoxazol-3-yl)-2-oxo-1,2-dihydroquinoline-6-sulfonamide